2-Bromo-1-(2-fluoro-5-nitrophenyl)ethan-1-one BrCC(=O)C1=C(C=CC(=C1)[N+](=O)[O-])F